4'-(((9H-fluorene-9,9-diyl)bis([1,1'-biphenyl]-5,2-diyl))bis(oxy))diamine C1=CC=CC=2C3=CC=CC=C3C(C12)(C=1C=CC(=C(C1)C1=CC=CC=C1)ON)C=1C=CC(=C(C1)C1=CC=CC=C1)ON